methyl 2-[(3-Benzyloxyphenyl) methyl]-1H-benzimidazole-5-carboxylate C(C1=CC=CC=C1)OC=1C=C(C=CC1)CC1=NC2=C(N1)C=CC(=C2)C(=O)OC